3-(5-(difluoromethyl)-1,3,4-thiadiazol-2-yl)-8-(hexahydropyrazino[2,1-c][1,4]oxazin-8(1H)-yl)imidazo[1,5-a]pyridine-6-sulfonamide FC(C1=NN=C(S1)C1=NC=C2N1C=C(C=C2N2CC1COCCN1CC2)S(=O)(=O)N)F